FC(=C(C(F)(F)F)F)F 1,1,2,3,3,3-hexafluoropropene